CCCCCCCCCCCCC1=CC=C(C=C1)S(=O)(=O)[O-] dodecylbenzenesulfonic acid calcium salt